4-epoxy-3-methylcyclohexylmethyl 3,4-epoxy-3-methylcyclohexyl-carboxylate CC12CC(CCC1O2)C(=O)OCC2C(C1C(CC2)O1)C